(S)-6-(3-methyl-1H-pyrrolo[2,3-b]pyridin-5-yl)-N-(pyridin-3-yl)-4-(pyrrolidin-2-yl)isoindoline-2-carboxamide CC1=CNC2=NC=C(C=C21)C2=CC(=C1CN(CC1=C2)C(=O)NC=2C=NC=CC2)[C@H]2NCCC2